N1=C(N=CN=C1)N1C(=NC2=C1C=CC=C2)C2=CC=C(C=C2)NC2=CC=C1C=C(C=NC1=C2)C2=CC=CC=C2 N-(4-(1-(1,3,5-triazin-2-yl)-1H-benzimidazol-2-yl)phenyl)-3-phenylquinolin-7-amine